ClC=1C=C2C(=NC1OC)C(=C(N2C)C2=NC(=NN2)[C@@H](C(F)(F)F)OCCO)N2C=NC=C2 (S)-2-(1-(5-(6-chloro-3-(1H-imidazol-1-yl)-5-methoxy-1-methyl-1H-pyrrolo[3,2-b]pyridin-2-yl)-1H-1,2,4-triazol-3-yl)-2,2,2-trifluoroethoxy)ethan-1-ol